Caprylonitrile C(CCCCCCC)#N